fluoro-dopa FN[C@H](C(=O)O)CC1=CC=C(O)C(O)=C1